BrC(C1=NC(=NC(=N1)C(Br)Br)C(Br)Br)Br 2,4,6-tris(dibromomethyl)-s-triazine